COS(=O)(=O)C1=CC2=C(C3=CC=CC=C3C(=C2C=C1)OC)OC 9,10-dimethoxyanthracene-2-sulfonic acid methyl ester